5-(2-fluorophenyl)pyrrole-3-nitrile FC1=C(C=CC=C1)C1=CC(=CN1)C#N